CNC(=O)C=1N=NNC1 N-methyl-1H-1,2,3-triazol-4-carboxamid